6-amino-4-(4-(bis(4-fluorophenyl)methyl)piperazin-1-yl)-1-methyl-3-nitro-1,5-naphthyridin-2(1H)-one NC=1N=C2C(=C(C(N(C2=CC1)C)=O)[N+](=O)[O-])N1CCN(CC1)C(C1=CC=C(C=C1)F)C1=CC=C(C=C1)F